4-(4-chloro-2-fluorophenyl)-6,7-dimethyl-2-((2s,4r)-2-(2-methyl-4-pyridyl)tetrahydro-2H-pyran-4-yl)pteridine ClC1=CC(=C(C=C1)C1=NC(=NC2=NC(=C(N=C12)C)C)[C@H]1C[C@H](OCC1)C1=CC(=NC=C1)C)F